C(#N)C1=C2C=C(NC2=CC(=C1)F)C(=O)O 4-cyano-6-fluoro-1H-indole-2-carboxylic acid